CC1=NC(=NC=C1)N 4-methyl-pyrimidin-2-amine